selenium ethanolamine C(O)CN.[Se]